OC12OC3=C(C1(C(C1=CC=CC(=C12)[N+](=O)[O-])=O)NC(=O)C=1NC(=CC1C)S(=O)(=O)N1CCNCC1)C=CC(=C3)[C@H]3[C@@H](C3)C N-(4b-hydroxy-7-((trans)-2-methylcyclopropyl)-4-nitro-10-oxo-4b,10-dihydro-9bH-indeno[1,2-b]benzofuran-9b-yl)-3-methyl-5-(piperazin-1-ylsulfonyl)-1H-pyrrole-2-carboxamide